3-Methyl-1-(4-methylpyrimidin-5-yl)-8-(3-(methylsulfonyl)phenyl)-1,3-dihydro-2H-imidazo[4,5-c]quinolin-2-imine CN1C(N(C2=C1C=NC=1C=CC(=CC21)C2=CC(=CC=C2)S(=O)(=O)C)C=2C(=NC=NC2)C)=N